gamma-bromo-crotonate BrC/C=C/C(=O)[O-]